para-methylsulfonyl-chlorobenzene Ethyl-(S)-3-amino-3-(5-cyclopropyl-4-fluoro-2'-(hex-5-en-1-yl)-4',6'-dimethyl-[1,1'-biphenyl]-3-yl)propanoate hydrochloride Cl.C(C)OC(C[C@@H](C=1C=C(C=C(C1F)C1CC1)C1=C(C=C(C=C1C)C)CCCCC=C)N)=O.CS(=O)(=O)C1=CC=C(C=C1)Cl